CN(C)CC1=C2C3(CN(C(C2=CC(=C1)CN1C(=NC=C1)NC)=O)[C@@H](C)C1=NC=C(C#N)C(=C1)OCC)CC3 (S)-6-(1-(5'-((dimethylamino)methyl)-7'-((2-(methylamino)-1H-imidazol-1-yl)methyl)-1'-keto-1'H-spiro[cyclopropan-1,4'-isoquinolin]-2'(3'H)-yl)ethyl)-4-ethoxynicotinonitrile